5-(5-Ethanesulfonyl-2-isopropyl-4-methoxy-phenoxy)-pyrimidine-2,4-diamine C(C)S(=O)(=O)C=1C(=CC(=C(OC=2C(=NC(=NC2)N)N)C1)C(C)C)OC